3-((4-(1-(2-(2-(5-((5-chloro-4-(3-cyclohexylphenyl)pyrimidin-2-yl)amino)pyridin-3-yl)-1-oxo-2,8-diazaspiro[4.5]decan-8-yl)-2-oxoethyl)piperidin-4-yl)phenyl)amino)piperidine-2,6-dione ClC=1C(=NC(=NC1)NC=1C=C(C=NC1)N1C(C2(CC1)CCN(CC2)C(CN2CCC(CC2)C2=CC=C(C=C2)NC2C(NC(CC2)=O)=O)=O)=O)C2=CC(=CC=C2)C2CCCCC2